(3aR,5s,6aS)-2-(3,3-dimethyl-butyl)-5-[6-[4-(trifluoromethyl)phenyl]pyridazin-3-yl]oxy-3,3a,4,5,6,6a-hexahydro-1H-cyclopenta[c]pyrrole CC(CCN1C[C@@H]2[C@H](C1)CC(C2)OC=2N=NC(=CC2)C2=CC=C(C=C2)C(F)(F)F)(C)C